Methyl-2-[4-(hydroxymethyl)phenyl]-5-[trifluoromethyl]pyridine CC=1C(=NC=C(C1)C(F)(F)F)C1=CC=C(C=C1)CO